FC=1C=C(C#N)C=C(C1)CO[C@@H](CO)COCCCCCCCCCCCCCCCCCC (S)-3-fluoro-5-(((1-hydroxy-3-(octadecyloxy)propan-2-yl)oxy)methyl)benzonitrile